4-(1h-tetrazol-5-ylmethyl)phenol N1N=NN=C1CC1=CC=C(C=C1)O